1,4-bis(thiophen-2-yl)-2,5-bis(trimethylsilylethynyl)benzene S1C(=CC=C1)C1=C(C=C(C(=C1)C#C[Si](C)(C)C)C=1SC=CC1)C#C[Si](C)(C)C